9'-phenyl-2,3'-bi-carbazol C1(=CC=CC=C1)N1C2=CC=CC=C2C=2C=C(C=CC12)C1=CC=2NC3=CC=CC=C3C2C=C1